CC(CC(C(=O)O)(C(=O)O)CC(CC)C)CC.ClC1=NC(=NC(=N1)SCCCCCCCCCC)SCCCCCCCCO 8-((4-chloro-6-(decylthio)-1,3,5-triazin-2-yl)thio)octan-1-ol di(2-methylbutyl)malonate